C[C@H](C1=CC(=CC(=C1)C(F)(F)F)C(F)(F)F)O[C@@H]2[C@@H](N(CCO2)CC3=NN(C(=O)N3)P(=O)(O)O)C4=CC=C(C=C4)F.CNC[C@@H]([C@H]([C@@H]([C@@H](CO)O)O)O)O.CNC[C@@H]([C@H]([C@@H]([C@@H](CO)O)O)O)O The molecule is an organoammonium salt obtained by reaction of fosaprepitant with two equivalents of 1-deoxy-1-(methylamino)-D-glucitol. A substance P/neurokinin 1 (NK1) receptor antagonist. Aprepitant is a selective high-affinity antagonist of human substance P/neurokinin 1 (NK1) receptors. Aprepitant has little or no affinity for serotonin (5-HT3), dopamine, and corticosteroid receptors, the targets of existing therapies for chemotherapy-induced nausea and vomiting and postoperative nausea and vomiting It has a role as a prodrug, an antiemetic and a neurokinin-1 receptor antagonist. It contains a fosaprepitant(2-).